C(C)(C)[SiH2]CCNC(C)CC isopropyl-sec-butylaminoethylsilane